C(#C)C=1C=NC2=C(C=C(C=C2C1)OC(C(=O)NCCC)OC)C 2-[(3-ethynyl-8-methyl-6-quinolyl)oxy]-2-methoxy-N-propyl-acetamide